C(C=C)(=O)N1[C@@H](CN(CC1)C1=C(C(N(C2=NC(=C(C=C12)Cl)C1=C(C(=CC(=C1F)Cl)Cl)N)C=1C(=NC=CC1C)C(C)C)=O)C#N)C (M)-4-((R)-4-propenoyl-3-methylpiperazin-1-yl)-7-(2-amino-3,5-dichloro-6-fluorophenyl)-6-chloro-1-(2-isopropyl-4-methylpyridin-3-yl)-2-oxo-1,2-dihydro-1,8-naphthyridine-3-carbonitrile